C(C)(C)(C)OC(NC1=NC=CC(=C1)[C@H](C)O)=O (S)-(4-(1-hydroxyethyl)pyridin-2-yl)carbamic acid tert-butyl ester